tert-butyl 1-((3aR,5s,6aS)-5-((3-cyclopentylbenzyl) oxy) octahydrocyclopenta[c]pyrrole-2-carbonyl)-1H-pyrazole-3-carboxylate C1(CCCC1)C=1C=C(COC2C[C@@H]3[C@@H](CN(C3)C(=O)N3N=C(C=C3)C(=O)OC(C)(C)C)C2)C=CC1